C(C)(C)(C)OC(=O)N1CC2=CC=C(C(=C2CC1)O)C=O 6-formyl-5-hydroxy-3,4-dihydroisoquinoline-2(1H)-carboxylic acid tert-butyl ester